COC1=CC=C2C(=CNC2=C1)C1=NC(=NC=C1)N 4-(6-methoxy-1H-indol-3-yl)pyrimidine-2-amine